ClC1=C(C=C(C=C1)F)C1=CC=C(N=N1)NC1C[C@@H]2[C@@H](CN(C2)CC(C)C)C1 (3aR,5s,6aS)-N-[6-(2-chloro-5-fluoro-phenyl)pyridazin-3-yl]-2-isobutyl-3,3a,4,5,6,6a-hexahydro-1H-cyclopenta[c]pyrrol-5-amine